Cl.Cl.FC1CNCCC1N1CC2(CC2)CCC1 5-(3-fluoropiperidin-4-yl)-5-azaspiro[2.5]octane dihydrochloride